ClC=1SC(=CN1)CNC1=NC=CC=C1 N-((2-chlorothiazol-5-yl)methyl)pyridine-2-amine